C1=CC=CC2=CC=C3C=CC4=CC=C5C=CC6=CC=C7C=CC8=CC=C9C=CC=CC9=C8C7=C6C5=C4C3=C12 nonahelicene